OC1=C(C(=O)N)C(=CC=N1)O 2,4-dihydroxy-nicotinamide